FC1=CC2=C(N(C(=N2)NC)C2=NC(=CC(=N2)N2[C@@H](COCC2)C)C2(CC2)[S@@](=O)(=N)C)C=C1 5-fluoro-N-methyl-1-{4-[(3R)-3-methylmorpholin-4-yl]-6-[1-((R)-S-methylsulfonimidoyl)cyclopropyl]pyrimidin-2-yl}-1H-benzimidazol-2-amine